N-(7-methoxy-4-(1-(tetrahydro-2H-pyran-2-yl)-1H-pyrazol-5-yl)quinazolin-6-yl)cyclopropanecarboxamide COC1=C(C=C2C(=NC=NC2=C1)C1=CC=NN1C1OCCCC1)NC(=O)C1CC1